C(CCNCCCNC(=O)CNC(=O)[C@H](CS)NC(=O)CC[C@@H](C(=O)O)N)CNCCCN Glutathionylspermine